cis-methyl 2-[4-(tetrahydropyran-4-ylamino) phenyl]-1,2,3,4,4a,5,7,7a-octahydrofuro[3,4-b]pyridine-3-carboxylate O1CCC(CC1)NC1=CC=C(C=C1)C1C(CC2C(N1)COC2)C(=O)OC